7-methoxy-1-methyl-4-[4-methyl-4-(5-methyl-1,3-benzooxazol-2-yl)piperidin-1-yl]-2-oxo-1,2-dihydroquinoline-3-carbonitrile COC1=CC=C2C(=C(C(N(C2=C1)C)=O)C#N)N1CCC(CC1)(C=1OC2=C(N1)C=C(C=C2)C)C